(3s,5s)-3-aminomethyl-7-(4-methoxy-phenoxy)-5-methyl-heptanoic acid NC[C@H](CC(=O)O)C[C@@H](CCOC1=CC=C(C=C1)OC)C